BrC=1C(=NC(=NC1)NC1=CC2=CN(N=C2C=C1)CC)NC1=C(C=CC=C1)S(=O)(=O)C(C)C 5-bromo-N2-(2-ethylindazol-5-yl)-N4-(2-isopropylsulfonylphenyl)pyrimidine-2,4-diamine